Nα-isopropyl-L-Lysine C(C)(C)N[C@@H](CCCCN)C(=O)O